N1(CCCC1)N1N=CC=C1 pyrrolidineyl-1H-pyrazol